Methyl 2-((1H-pyrrolo[2,3-b]pyridin-5-yl)oxy)-4-(4-((2-(3-(difluoromethyl)bicyclo[1.1.1]pentan-1-yl)-4,4-dimethylcyclohex-1-en-1-yl)methyl)piperazin-1-yl)benzoate N1C=CC=2C1=NC=C(C2)OC2=C(C(=O)OC)C=CC(=C2)N2CCN(CC2)CC2=C(CC(CC2)(C)C)C21CC(C2)(C1)C(F)F